(S)-3-(1-(4-chloro-2-methylphenyl)-2-oxo-1,2-dihydro-3H-imidazo[4,5-b]pyridin-3-yl)pyrrolidine-1-carboxylic acid tert-butyl ester C(C)(C)(C)OC(=O)N1C[C@H](CC1)N1C(N(C=2C1=NC=CC2)C2=C(C=C(C=C2)Cl)C)=O